4-(2-guanidino-ethyl)-N-[4-(3-guanidino-propyl)-phenyl]-benzamide N(C(=N)N)CCC1=CC=C(C(=O)NC2=CC=C(C=C2)CCCNC(=N)N)C=C1